ClC=1C(=CC2=C(N(C[C@H](N(S2(=O)=O)C)C2CCCCC2)C2=CC=CC=C2)C1)C=1OC=C(N1)C(=O)O (R)-2-(7-chloro-3-cyclohexyl-2-methyl-1,1-dioxido-5-phenyl-2,3,4,5-tetrahydrobenzo[f][1,2,5]thiadiazepin-8-yl)oxazole-4-carboxylic acid